10-(8-((2-hexyldecanoyl) oxy) octyl)-2-methyl-6-oxo-7-oxa-2,5,10-triazaoctadecan-18-yl 2-hexyldecanoate C(CCCCC)C(C(=O)OCCCCCCCCN(CCOC(NCCN(C)C)=O)CCCCCCCCOC(C(CCCCCCCC)CCCCCC)=O)CCCCCCCC